ClC1=CC(=C(C=C1)C=1C=2N(N=C(C1)N1C[C@H](O[C@H](C1)C)C=1C=NN(C1)C1CC1)C(C(=C(N2)C)C)=O)F 9-(4-chloro-2-fluoro-phenyl)-7-[(2R,6S)-2-(1-cyclopropylpyrazol-4-yl)-6-methyl-morpholin-4-yl]-2,3-dimethyl-pyrimido[1,2-b]pyridazin-4-one